(2S,4R)-4-fluoro-4-methyl-pyrrolidine-1,2-dicarboxylic acid 1-tert-butyl ester C(C)(C)(C)OC(=O)N1[C@@H](C[C@@](C1)(C)F)C(=O)O